2'-[6-amino-5-(trifluoromethyl)pyridin-3-yl]-N-[(1R)-1-phenylpropyl]-5',6'-dihydrospiro[azetidine-3,4'-pyrrolo[1,2-b]pyrazole]-1-carboxamide NC1=C(C=C(C=N1)C=1C=C2N(N1)CCC21CN(C1)C(=O)N[C@H](CC)C1=CC=CC=C1)C(F)(F)F